NC(C(=O)O)CC=1SC=CC1 2-amino-3-(thiophen-2-yl)propanoic acid